2-amino-4-(3-(4-bromo-2-fluorophenyl)-1,2,4-oxadiazol-5-yl)-4,5,6,7-tetrahydrobenzo[b]thiophene-3-carbonitrile NC1=C(C2=C(S1)CCCC2C2=NC(=NO2)C2=C(C=C(C=C2)Br)F)C#N